(3R,4S)-3,4-dihydroxy-2,2-dimethyl-3,4-dihydro-2H-pyrano[2,3-b]pyridine O[C@@H]1[C@H](C=2C(=NC=CC2)OC1(C)C)O